cinnamic acid (-)-menthyl ester C1(CC(C(CC1)C(C)C)OC(C=CC1=CC=CC=C1)=O)C